2-[dideuterio-[4-(4,4,5,5-tetramethyl-1,3,2-dioxaborolan-2-yl)pyrazol-1-yl]methyl]-5-methoxy-pyrimidine [2H]C(C1=NC=C(C=N1)OC)(N1N=CC(=C1)B1OC(C(O1)(C)C)(C)C)[2H]